[C@H]12CN(C[C@H](CC1)N2)C2=NC(=NC1=C(C=C(C=C21)Cl)F)OC2CC(C2)N(C)C (S or R)-4-((1R,5S)-3,8-diazabicyclo[3.2.1]octan-3-yl)-6-chloro-2-((1S,3R)-3-(dimethyl-amino)cyclobutoxy)-8-fluoro-quinazolin